OC1=C(CNC2=C3N=CN(C3=NC=N2)[C@H]2[C@@H](O)[C@H](O)[C@H](O2)CO)OC=C1 6-(3-hydroxyfurfurylamino)-9-β-D-arabinofuranosylpurine